OC1=CC=C(C=C1)C1(CC1)C(=O)NC 1-(4-hydroxyphenyl)-N-methylcyclopropane-1-carboxamide